C(CCCCCCCCCCCCCCCC)(=O)N margaramide